5-(2,5-Dioxotetrahydro-3-furanyl)-3-methyl-3-cyclohexene-1,2-dicarboxylic acid anhydride O=C1OC(CC1C1C=C(C2C(C1)C(=O)OC2=O)C)=O